C1(CC1)C1=NN(C=C1OCC(F)(F)F)CC1CC(CC1)(F)F 3-cyclopropyl-1-((3,3-difluorocyclopentyl)methyl)-4-(2,2,2-trifluoroethoxy)-1H-pyrazole